N1C=C(C=2C1=NC=CC2)C2CCN(CC2)C(=O)C=2C(NC(=CC2)C(F)(F)F)=O 3-(4-[1H-pyrrolo[2,3-b]pyridin-3-yl]piperidine-1-carbonyl)-6-(trifluoromethyl)-1H-pyridin-2-one